2-chloropyridine-3,4-diol ClC1=NC=CC(=C1O)O